1,2,3,5-tetra-(carbazol-9-yl)-4,6-dicyanobenzene C1=CC=CC=2C3=CC=CC=C3N(C12)C1=C(C(=C(C(=C1C#N)N1C2=CC=CC=C2C=2C=CC=CC12)C#N)N1C2=CC=CC=C2C=2C=CC=CC12)N1C2=CC=CC=C2C=2C=CC=CC12